CN(C[C@@H](C1=CC=C(C=C1)C1=C(N=CS1)C)NC(OC(C)(C)C)=O)C tert-butyl {(1R)-2-(dimethylamino)-1-[4-(4-methyl-1,3-thiazol-5-yl)phenyl]ethyl}carbamate